N-((3R,4S)-4-((6-(2,6-dichloro-3,5-di-methoxyphenyl)-8-(((1-methyl-pyrrolidin-3-yl)meth-yl)amino)pyrido[3,4-d]pyrimidin-2-yl)amino)tetrahydro-furan-3-yl)acrylamide ClC1=C(C(=C(C=C1OC)OC)Cl)C1=CC2=C(N=C(N=C2)N[C@H]2[C@H](COC2)NC(C=C)=O)C(=N1)NCC1CN(CC1)C